methyl N-[5-({4-[(2S)-2-[(8-{1-[2-(dimethylamino)ethyl]-1H-pyrazol-4-yl} quinazolin-4-yl)amino]propyl]piperazin-1-yl} sulfonyl)-4-methyl-1,3-thiazol-2-yl]carbamate CN(CCN1N=CC(=C1)C=1C=CC=C2C(=NC=NC12)N[C@H](CN1CCN(CC1)S(=O)(=O)C1=C(N=C(S1)NC(OC)=O)C)C)C